O1C(=CC=C1)CN(C(OC(C)(C)C)=O)C=1C2=C(N=NC1)C(=CS2)C tertbutyl N-(furan-2-ylmethyl)-N-{7-methylthieno[3,2-c]pyridazin-4-yl}carbamate